(2-fluorophenyl)-N-methyl-1-(pyridine-3-sulfonyl)-1H-pyrrole-3-methylamine fumarate C(\C=C\C(=O)O)(=O)O.FC1=C(C=CC=C1)C=1N(C=CC1CNC)S(=O)(=O)C=1C=NC=CC1